ClC=1C=C2C=C(NC2=C(C1)NC1CCN(CC1)C)C1=CC=CC=C1 5-chloro-N-(1-methylpiperidin-4-yl)-2-phenyl-1H-indole-7-amine